COC([C@H]1N(CCC1)C(C1=CC=CC=C1)=O)=O benzoyl-L-proline methyl ester